FC=1C=C(C=CC1C(NC(C)C)=O)B(O)O 3-FLUORO-4-(ISOPROPYLCARBAMOYL)BENZENEBORONIC ACID